3-(5-tert-butyl-1,2-oxazole-3-yl)-4-hydroxy-1-methylimidazoline-2-one C(C)(C)(C)C1=CC(=NO1)N1C(N(CC1O)C)=O